N-[(1S)-1-[(4S)-chroman-4-yl]-2-[4-(3,5-dimethyl-1H-pyrazol-4-yl)anilino]-2-oxo-ethyl]-2-isopropyl-pyrazole-3-carboxamide O1CC[C@@H](C2=CC=CC=C12)[C@@H](C(=O)NC1=CC=C(C=C1)C=1C(=NNC1C)C)NC(=O)C=1N(N=CC1)C(C)C